S'-((1,3,5-triazinane-1,3,5-triyl) tris(propane-3,1-diyl)) tris(2-methoxyphenylthiosulfonate) COC1=C(C=CC=C1)S(=S)(=O)OCCCN1CN(CN(C1)CCCOS(=S)(=O)C1=C(C=CC=C1)OC)CCCOS(=S)(=O)C1=C(C=CC=C1)OC